C[C@]12CC3(CC(C[C@@](C1)(C3)C)C2)NC(NC2=CC=C(C(=O)N3C[C@@H](CCC3)C(=O)N)C=C2)=O (R)-1-(4-{3-[(1r,3R,5S,7S)-3,5-dimethyladamantan-1-yl]ureido}benzoyl)piperidine-3-carboxamide